O=S1(C2=C(CC1)C=CC=C2N[C@@H](C)C=2C=C(C=C1C(N(C(=NC21)N2CCOCC2)C)=O)C)=O (S)-8-(1-((1,1-dioxido-2,3-dihydrobenzo[b]thiophen-7-yl)amino)ethyl)-3,6-dimethyl-2-morpholinoquinazolin-4(3H)-one